1,3-bis(4'-azidobenzylidene)-2-propanone N(=[N+]=[N-])C1=CC=C(C=CC(C=CC2=CC=C(C=C2)N=[N+]=[N-])=O)C=C1